NCC12CCC(CC1)(CC2)NC(OCCCC)=O butyl [4-(aminomethyl)bicyclo[2.2.2]octan-1-yl]carbamate